rel-N-((5-(4-(4-((1R,2S)-6-hydroxy-2-phenyl-1,2,3,4-tetrahydronaphthalen-1-yl)phenoxy)piperidin-1-yl)pyrazolo[1,5-c]quinazolin-2-yl)methyl)-2-(trifluoromethoxy)benzamide OC=1C=C2CC[C@@H]([C@@H](C2=CC1)C1=CC=C(OC2CCN(CC2)C2=NC=3C=CC=CC3C=3N2N=C(C3)CNC(C3=C(C=CC=C3)OC(F)(F)F)=O)C=C1)C1=CC=CC=C1 |o1:6,7|